tert-butyl 4-(1-(2,6-bis(benzyloxy)pyridin-3-yl)-3-methyl-2-oxo-2,3-dihydro-1H-benzo[d]imidazol-5-yl)-3-fluoropiperidine-1-carboxylate C(C1=CC=CC=C1)OC1=NC(=CC=C1N1C(N(C2=C1C=CC(=C2)C2C(CN(CC2)C(=O)OC(C)(C)C)F)C)=O)OCC2=CC=CC=C2